(S)-6-guanidino-1-(methylamino)-1-oxohexan N(C(=N)N)CCCCCC(=O)NC